4-(trifluoromethyl)furan FC(C=1C=COC1)(F)F